ClC=1C=C2C(=NC(=NC2=C(C1C=1C(=CC=C2C=NN(C12)C)F)F)OC[C@H]1N(CCC1)C)N1CC2(CN(C2)C(C=C)=O)CC1 1-(6-(6-chloro-8-fluoro-7-(6-fluoro-1-methyl-1H-indazol-7-yl)-2-(((S)-1-methylpyrrolidin-2-yl)methoxy)quinazolin-4-yl)-2,6-diazaspiro[3.4]octan-2-yl)prop-2-en-1-one